estra-1,3,5(10)-trien-17-one sulfate S(=O)(=O)(O)O.C[C@@]12C(CC[C@H]1[C@@H]1CCC=3C=CC=CC3[C@H]1CC2)=O